(+)-trans-2-(2-chloro-4-trifluoromethylphenyl)-8-(2-hydroxymethyl-1-methyl-pyrrolidin-3-yl)-5,7-dimethoxy-chromen-4-one ClC1=C(C=CC(=C1)C(F)(F)F)C=1OC2=C(C(=CC(=C2C(C1)=O)OC)OC)[C@H]1[C@@H](N(CC1)C)CO